tert-butyl 5-(2-(4,4,5,5-tetramethyl-1,3,2-dioxaborolan-2-yl)ethyl)-1,4-oxazepane-4-carboxylate CC1(OB(OC1(C)C)CCC1N(CCOCC1)C(=O)OC(C)(C)C)C